Cl.NCCOCCOCCOCCOCCNC(CCC(C(=O)O)N1CCN(CCN(CCN(CC1)CC(=O)O)CC(=O)O)CC(=O)O)=O 2,2',2''-(10-(1-amino-19-carboxy-16-oxo-3,6,9,12-tetraoxa-15-azanonadecan-19-yl)-1,4,7,10-tetraazacyclododecane-1,4,7-triyl)triacetic acid HCl